(9H-fluoren-9-yl)methyl (S)-4-(cyclopropylmethyl)-5-oxooxazolidine-3-carboxylate C1(CC1)C[C@@H]1N(COC1=O)C(=O)OCC1C2=CC=CC=C2C=2C=CC=CC12